C(C)(C)(C)OC(=O)N[C@@H](CCC(N(CCNC(OC(C)(C)C)=O)CCNC(=O)OC(C)(C)C)=O)C(NCCCCCC(=O)OCC1=CC=CC=C1)=O benzyl (S)-12-((tert-butoxycarbonyl)amino)-8-(2-((tert-butoxycarbonyl)amino)ethyl)-2,2-dimethyl-4,9,13-trioxo-3-oxa-5,8,14-triazaicosan-20-oate